4-chloro-2-phenyl-6-(benzanthracene-7-yl)pyrimidine ClC1=NC(=NC(=C1)C1=C2C=CC=CC2=CC=2C3=C(C=CC12)C=CC=C3)C3=CC=CC=C3